CN(C1=C(C(=O)NC2=CC=C(C=C2)S(=O)(=O)N2CCNCC2)C=CC=C1)S(=O)(=O)C 2-[Methyl(methylsulfonyl)amino]-N-(4-piperazin-1-ylsulfonylphenyl)benzamide